C(CCCCCCC)OC(C=1C(C(=O)[O-])=CC(C(=O)[O-])=CC1)=O octyltrimellitate